1-Benzyl 4-(tert-butyl) 2-(2-(((2-(ethoxycarbonyl)-1H-pyrrol-3-yl)amino)methyl)phenyl)piperazine-1,4-dicarboxylate C(C)OC(=O)C=1NC=CC1NCC1=C(C=CC=C1)C1N(CCN(C1)C(=O)OC(C)(C)C)C(=O)OCC1=CC=CC=C1